methyl-p-methoxycinnamic acid CC(C(=O)O)=CC1=CC=C(C=C1)OC